(6R)-17-amino-10,10-difluoro-6-hydroxy-6,15-bis(trifluoromethyl)-19-oxa-3,4,18-triazatricyclo[12.3.1.12,5]nonadeca-1(18),2,4,14,16-pentaen-13-one NC1=CC(=C2C(CCC(CCC[C@@](C3=NN=C(C1=N2)O3)(C(F)(F)F)O)(F)F)=O)C(F)(F)F